C(=O)(O)C1=C(C=C(C=C1)C=1SC=CC1)N1C(C2=CC=C(C=C2C1=O)C(=O)O)=O 2-(2-Carboxy-5-thiophen-2-yl-phenyl)-1,3-dioxo-2,3-dihydro-1H-isoindole-5-carboxylic acid